C(C1=CC=CC=C1)(=O)N[C@@H](CCCNC(N)=N)C(=O)O |r| Nα-benzoyl-DL-arginine